C1CC12CCN(CC2)C2=C(C1=CC=CC=C1C(=C2)NS(=O)(=O)C(CO)C)C(=O)N 2-{6-azaspiro[2.5]oct-6-yl}-4-(1-hydroxy-propane-2-sulfonylamino)naphthalene-1-carboxamide